S(=O)(=O)(O)CCCCOCCCCS(=O)(=O)O Sulfobutyl Ether